CN1C(OC2=C1C=CC(=C2)N2C(N(C(C(=C2)C(=O)O)=O)[C@@H]2CCC1=CC=CC=C21)=O)=O 1-(3-methyl-2-oxo-2,3-dihydro-1,3-benzoxazol-6-yl)-2,4-dioxo-3-[(1R)-2,3-dihydro-1H-inden-1-yl]-1,2,3,4-tetrahydropyrimidine-5-carboxylic acid